Cl[Ir](C1(C(=C(C(=C1C)C)C)C)C)Cl dichloropentamethylcyclopentadienyl-iridium